6-chloro-5-(2,6-difluoro-4-morpholino-phenyl)-3-[hydroxy-(3-methoxyisoxazol-5-yl)methylene]indolin-2-one ClC1=C(C=C2C(C(NC2=C1)=O)=C(C1=CC(=NO1)OC)O)C1=C(C=C(C=C1F)N1CCOCC1)F